C1CC12NCCN(C2)C=2C=NC(=NC2)N2C[C@@H]1CNC3=NN=C(C=C3N1CC2)C2=C(C=CC=C2)O 2-[(10S)-12-[5-(4,7-diazaspiro[2.5]octan-7-yl)pyrimidin-2-yl]-1,5,6,8,12-pentazatricyclo[8.4.0.02,7]tetradeca-2,4,6-trien-4-yl]phenol